7-cyclopropyl-4-(isothiazol-4-ylamino)-1-(o-tolyl)quinazolin-2(1H)-one C1(CC1)C1=CC=C2C(=NC(N(C2=C1)C1=C(C=CC=C1)C)=O)NC=1C=NSC1